7-(((S)-1-((2S,4R)-2-(((R)-1-(4H-chromeno[3,4-d]thiazol-7-yl)ethyl)formamido)-4-hydroxypyrrolidin-1-yl)-3,3-dimethyl-1-oxobutan-2-yl)amino)-7-oxoheptanoic acid methyl ester COC(CCCCCC(=O)N[C@H](C(=O)N1[C@@H](C[C@H](C1)O)NC(=O)[C@H](C)C=1C=CC2=C(C1)OCC=1N=CSC12)C(C)(C)C)=O